rac-(4s,5r)-4-amino-5-(2-chlorophenyl)-3-methylpyrrolidin-2-one N[C@H]1C(C(N[C@@H]1C1=C(C=CC=C1)Cl)=O)C |r|